(S)-1-(2-(isoxazol-5-yl)-4-(quinolin-4-yl)phenoxy)-4-methylpentan-2-amine O1N=CC=C1C1=C(OC[C@H](CC(C)C)N)C=CC(=C1)C1=CC=NC2=CC=CC=C12